C(OC1=C(C=CC=C1)C(C)F)([O-])=O 1-fluoroethylphenyl carbonate